4-{4-chloro-1H-pyrrolo[3,2-c]pyridin-3-yl}-2-methyl-6-{[6-(tri-fluoromethyl)pyridin-3-yl]oxy}pyridine ClC1=NC=CC2=C1C(=CN2)C2=CC(=NC(=C2)OC=2C=NC(=CC2)C(F)(F)F)C